N-(3-(2'-(cyclopropylamino)-7'-oxo-5'H-spiro[cyclopropane-1,8'-pyrido[4,3-d]pyrimidine]-6'(7'H)-yl)-4-methylphenyl)-3-morpholino-5-(trifluoromethyl)benzamide C1(CC1)NC=1N=CC2=C(N1)C1(C(N(C2)C=2C=C(C=CC2C)NC(C2=CC(=CC(=C2)C(F)(F)F)N2CCOCC2)=O)=O)CC1